1-(chloromethyl)-3-fluoro-5-methanesulfonylbenzene ClCC1=CC(=CC(=C1)S(=O)(=O)C)F